6-chloro-N-[1-(difluoromethyl)-1H-pyrazol-4-yl]-7-[1-(oxetan-3-yl)piperidin-4-yl]quinazolin-2-amine ClC=1C=C2C=NC(=NC2=CC1C1CCN(CC1)C1COC1)NC=1C=NN(C1)C(F)F